(S)-1-(6-cyclopropylimidazo[1,5-a]pyrazin-5-yl)prop-2-yn-1-ol C1(CC1)C=1N=CC=2N(C1[C@H](C#C)O)C=NC2